ClCC1=C(C=C(C=N1)NC1C(NC(CC1)=O)=O)F 3-((6-(Chloromethyl)-5-fluoropyridin-3-yl)amino)piperidine-2,6-dione